ClC1=C(C=C(C=2C3=C(N(C12)C)[C@@H](CNC(C3)=O)CC(C)(C)O)OCC#N)Cl |r| racemic-2-((7,8-dichloro-5-(2-hydroxy-2-methylpropyl)-6-methyl-2-oxo-1,2,3,4,5,6-hexahydroazepino[4,5-b]indol-10-yl)oxy)acetonitrile